COC=1C=C(C=NC1OC)CN1C[C@@H](NCC1)C1=C(C=CC=C1)C (S)-1-((5,6-dimethoxypyridin-3-yl)methyl)-3-(o-tolyl)piperazine